titanium bis(2-hydroxypropionate) dihydroxide [OH-].[OH-].OC(C(=O)[O-])C.OC(C(=O)[O-])C.[Ti+4]